CN1CCC(CC1)C(=O)NC1=NNC2=CC(=CC=C12)C=1C=NN(C1)CC(=O)NC1=CC(=C(C=C1)C)C(F)(F)F 1-methyl-N-(6-(1-(2-((4-methyl-3-(trifluoromethyl)phenyl)amino)-2-oxoethyl)-1H-pyrazol-4-yl)-1H-indazol-3-yl)piperidine-4-carboxamide